CC=1C=NC=C(C(=O)NC2=CC(=CC=C2)[C@H](C)NC2=CN=C3C(=N2)N(C=C3)CCN3CCOCC3)C1 (S)-5-methyl-N-(3-(1-((5-(2-morpholinoethyl)-5H-pyrrolo[2,3-b]pyrazin-3-yl)amino)ethyl)phenyl)nicotinamide